7-(dimethoxymethyl)-4-fluoro-6-((2-oxo-1,3-oxazepan-3-yl)methyl)-3,4-dihydro-2,4-methylene-1,8-naphthyridine-1(2H)-carboxylic acid tert-butyl ester C(C)(C)(C)OC(=O)N1C2CC(C3=CC(=C(N=C13)C(OC)OC)CN1C(OCCCC1)=O)(C2)F